3-(8-methyl-4-oxo-4,5-dihydro-3H-pyrimido[5,4-b]indol-3-yl)-N-(3-sulfamoylbenzyl)propanamide CC1=CC=2C3=C(NC2C=C1)C(N(C=N3)CCC(=O)NCC3=CC(=CC=C3)S(N)(=O)=O)=O